3-(benzo[d]isoxazol-3-yl)-1-methylpyridin-1-ium O1N=C(C2=C1C=CC=C2)C=2C=[N+](C=CC2)C